CN(C(=O)C1=C(C=C(C=C1F)N1CCN(CC1)C(=O)OC(C)(C)C)F)C tert-butyl 4-(4-(dimethylcarbamoyl)-3,5-difluorophenyl)piperazine-1-carboxylate